C(C1=CC=CC=C1)OC(=O)N1CC=2N(CCC1)N=C(N2)C(N(C)C)=O (dimethylcarbamoyl)-6,7-dihydro-5H-[1,2,4]triazolo[1,5-a][1,4]diazepine-8(9H)-carboxylic acid benzyl ester